C1(CCCCC1)C[C@H](C(=O)N1CC2(CCCC2)C(CC1)(O)CN1C(C2=CC(=CC=C2C=C1)F)=O)C 2-((7-((R)-3-Cyclohexyl-2-methylpropanoyl)-10-hydroxy-7-azaspiro[4.5]decan-10-yl)methyl)-7-fluoroisoquinolin-1(2H)-one